S(OC1=CC=C(C=C1)OCC1=C(C=C(C=C1F)CN1N=NC=C1)F)(=O)(=O)F 4-((4-((1H-1,2,3-triazol-1-yl)methyl)-2,6-difluorobenzyl)oxy)phenyl sulfurofluoridate